((cyclobutylmethyl)(tetrahydro-2H-pyran-4-yl)amino)-2-methyl-5-nitrobenzoic acid C1(CCC1)CN(C1CCOCC1)C=1C(=C(C(=O)O)C=C(C1)[N+](=O)[O-])C